C(C)(=O)[O-].C(C)(=O)O.[K+].C(C)#N.C(C)#N diacetonitrile monopotassium diacetate